(Z)-1-(3-(5-(dipropylamino)-2-isopropylphenyl)-4-oxothiazolidin-2-ylidene)-3-(2-ethyl-4-(1-(4-(trifluoromethoxy)phenyl)-1H-1,2,4-triazol-3-yl)phenyl)urea C(CC)N(C=1C=CC(=C(C1)N1/C(/SCC1=O)=N/C(=O)NC1=C(C=C(C=C1)C1=NN(C=N1)C1=CC=C(C=C1)OC(F)(F)F)CC)C(C)C)CCC